FC1CC(N(C1)C(CC1=CN=NN1)=O)C(=O)NC(C=1N=CN2C1C=CC=C2)C2=NC(=C(C=C2)C(C)C)F 4-fluoro-N-{[6-fluoro-5-(propan-2-yl)pyridin-2-yl]({imidazo[1,5-a]pyridin-1-yl})methyl}-1-[2-(1H-1,2,3-triazol-5-yl)acetyl]pyrrolidine-2-carboxamide